OC[C@H](C1=CC=CC=C1)NC1=NC(=NC=C1C1=NC(=NO1)C=1C=NC=CC1)NC=1C=C2C(NC(C2=CC1)=O)C 5-((4-(((S)-2-hydroxy-1-phenylethyl)amino)-5-(3-(pyridin-3-yl)-1,2,4-oxadiazol-5-yl)pyrimidin-2-yl)amino)-3-methylisoindolin-1-one